tert-butyl-(±)-(9S)-1-fluoro-9-hydroxy-6,7,8,9-tetrahydro-5H-5,8-epiminocyclohepta[c]pyridine-10-carboxylate C(C)(C)(C)OC(=O)N1C2CCC1[C@H](C=1C(=NC=CC12)F)O